6-(trifluoromethoxy)pyridine-3-carboxamide FC(OC1=CC=C(C=N1)C(=O)N)(F)F